COC(=O)C1=CC=C(C=C1)C(C(=O)O)=C (4-(methoxycarbonyl)phenyl)acrylic acid